NC=1C=C(C(=O)NC(C)(C)C)C=C(C1)C1=CC=C(C=C1)C(F)(F)F 3-amino-N-tert-butyl-5-[4-(trifluoromethyl)-phenyl]Benzamide